(S)-N-(3-chloro-5-(methylsulfonamido)phenyl)-5-(5-fluoro-3-(1-(5-fluoropyridin-3-yl)ethoxy)pyridin-2-yl)-1-methyl-1H-pyrrole-3-carboxamide ClC=1C=C(C=C(C1)NS(=O)(=O)C)NC(=O)C1=CN(C(=C1)C1=NC=C(C=C1O[C@@H](C)C=1C=NC=C(C1)F)F)C